Ethylindene CCC1C=CC2=CC=CC=C12